BrC=1C=C(C=C2C(N(C(=NC12)N1CC2=CC=C(C=C2C1)OC)C)=O)C 8-bromo-2-(5-methoxy-1,3-dihydroisoindol-2-yl)-3,6-dimethylquinazolin-4-one